[N+](=O)([O-])C=1N=CN(C1)C=1C=C(C=CC1)C(C)=O 1-(3-(4-Nitro-1H-imidazol-1-yl)phenyl)ethanone